C1CCC2=C(C=3CCCC3C=C12)NC(=O)N=S(=O)(N)C=1C=NN2C1OCC(CC2)NC N'-((1,2,3,5,6,7-hexahydro-s-indacen-4-yl)carbamoyl)-6-(methylamino)-5,6,7,8-tetrahydropyrazolo[5,1-b][1,3]oxazepine-3-sulfonimidamide